ClC1=C(C=CC(=C1)CNCC)N1C=NC(=C1)C1=NC(=NC=C1C(F)(F)F)NC1CCN(CC1)S(=O)(=O)C 4-(1-(2-Chloro-4-((ethylamino)methyl)phenyl)-1H-imidazol-4-yl)-N-(1-(methylsulfonyl)piperidin-4-yl)-5-(trifluoromethyl)pyrimidin-2-amine